ClC=1C=C(NC2(CCC3(C(CC4=CC=CC=C34)CC(COC3=C4C(=NC=C3)SC=C4)(C)C)CC2)C(=O)O)C=CC1 (1r,4r)-4-(3-Chloroanilino)-2'-{2,2-dimethyl-3-[(thieno[2,3-b]pyridin-4-yl)oxy]propyl}-2',3'-dihydrospiro[cyclohexane-1,1'-indene]-4-carboxylic acid